3-isopropyl-N-(1-isopropylpiperidin-4-yl)-2-(2-methylpyridin-4-yl)-1H-indole-5-carboxamide C(C)(C)C1=C(NC2=CC=C(C=C12)C(=O)NC1CCN(CC1)C(C)C)C1=CC(=NC=C1)C